OC1=C(C=CC(=C1)O)C(C=CC1=CC(=CC=C1)F)=O 1-(2,4-Dihydroxyphenyl)-3-(3-fluorophenyl)prop-2-en-1-one